N-((1-(1-methyl-4-(trifluoromethyl)-1H-imidazol-2-yl)piperidin-4-yl)methyl)-2-phenylpyrido[2,3-d]pyrimidin-4-amine CN1C(=NC(=C1)C(F)(F)F)N1CCC(CC1)CNC=1C2=C(N=C(N1)C1=CC=CC=C1)N=CC=C2